(1R,4R)-4-(((R)-1-(6-((S)-1-(2,2-difluorobenzo[d][1,3]dioxol-5-yl)ethoxy)pyridazin-4-yl)-3-(trifluoromethyl)-4,5,6,7-tetrahydro-1H-indazol-7-yl)oxy)cyclohexane-1-carboxylic acid FC1(OC2=C(O1)C=CC(=C2)[C@@H](C)OC2=CC(=CN=N2)N2N=C(C=1CCC[C@H](C21)OC2CCC(CC2)C(=O)O)C(F)(F)F)F